(R)-3-(1-((2-methyl-7-carbonyl-6-(quinuclidin-4-yl)-6,7-dihydropyrido[4,3-d]pyrimidin-4-yl)amino)ethyl)-5-(trifluoromethyl)benzonitrile CC=1N=C(C=2C(N1)=CC(N(C2)C21CCN(CC2)CC1)=C=O)N[C@H](C)C=1C=C(C#N)C=C(C1)C(F)(F)F